N4-benzyl-N7-(6-chloropyridin-3-yl)-1H-pyrrolo[2,3-c]pyridine-4,7-diamine C(C1=CC=CC=C1)NC=1C2=C(C(=NC1)NC=1C=NC(=CC1)Cl)NC=C2